tert-butyl 6-[4-(2-{5-chloro-2-oxo-1,2-dihydrospiro[indole-3,4'-piperidin]-1'-yl}ethoxy)-2-fluorobenzoyl]-2,6-diazaspiro[3.3]heptane-2-carboxylate ClC=1C=C2C(=CC1)NC(C21CCN(CC1)CCOC1=CC(=C(C(=O)N2CC3(CN(C3)C(=O)OC(C)(C)C)C2)C=C1)F)=O